2-[4-Amino-1-(oxolan-3-yl)-1H-pyrazolo[3,4-d]pyrimidin-3-yl]-3-chloro-N-cyclopropyl-1H-indole-6-carboxamide NC1=C2C(=NC=N1)N(N=C2C=2NC1=CC(=CC=C1C2Cl)C(=O)NC2CC2)C2COCC2